2-[4-bromo-2-[2-[2-[(2-chloropyrimidin-4-yl)oxymethyl]-5-cyano-phenyl]ethoxymethyl]phenyl]acetic acid methyl ester COC(CC1=C(C=C(C=C1)Br)COCCC1=C(C=CC(=C1)C#N)COC1=NC(=NC=C1)Cl)=O